C(C)(C)(C)OC(=O)N(C1=C(C(=O)O)C=CC(=C1)Cl)CC.OC1=CC=C(C=C1)C(C)(C1=CC=CC=C1)C1=CC=C(C=C1)O 1,1-bis(4-hydroxylphenyl)-1-phenyl-ethane 2-((tert-butoxycarbonyl)(ethyl)amino)-4-chlorobenzoate